(3-bromophenyl)(tetrahydrofuran-2-yl)methanone BrC=1C=C(C=CC1)C(=O)C1OCCC1